N1=NNC(=C1)C(=O)N 3H-[1,2,3]triazole-4-carboxylic acid amide